5-((4-((4-((5-amino-1-(2,6-difluorobenzoyl)-1H-1,2,4-triazol-3-yl)amino)phenyl)sulfonyl)piperazin-1-yl)methyl)-2-(2,4-dioxotetrahydropyrimidine-1(2H)-yl)isoindoline-1,3-dione NC1=NC(=NN1C(C1=C(C=CC=C1F)F)=O)NC1=CC=C(C=C1)S(=O)(=O)N1CCN(CC1)CC=1C=C2C(N(C(C2=CC1)=O)N1C(NC(CC1)=O)=O)=O